tert-butyl ((S)-4-hydroxy-3-oxo-1-((S)-2-oxopyrrolidin-3-yl)butan-2-yl)carbamate OCC([C@H](C[C@H]1C(NCC1)=O)NC(OC(C)(C)C)=O)=O